BrC1=C(C=C(NC2=NN(C=C2C(=O)N)[C@@H]2COCC[C@H]2C#N)C=C1CO)F 3-[4-bromo-3-fluoro-5-(hydroxymethyl)anilino]-1-(trans-4-cyanotetrahydro-2H-pyran-3-yl)pyrazole-4-carboxamide